N(C1=CC=CC=C1)C1=NC=CC(=N1)C1=CC(NC(=C1)N1C(COCC1)C(F)(F)F)=O 4-(2-Anilinopyrimidin-4-yl)-6-[3-(trifluoromethyl)morpholin-4-yl]-1H-pyridin-2-on